(S)-1-[2-(Benzo[d]isoxazol-3-yl)phenyl]-2-(5-fluoro-6-methylsulfonylpyridine-2-yl)ethan-1-amine hydrochloride Cl.O1N=C(C2=C1C=CC=C2)C2=C(C=CC=C2)[C@H](CC2=NC(=C(C=C2)F)S(=O)(=O)C)N